cyclopropanethiocarbamate C1(CC1)NC([O-])=S